1-Heptyl-3-butylpyridinium triflat [O-]S(=O)(=O)C(F)(F)F.C(CCCCCC)[N+]1=CC(=CC=C1)CCCC